OC1(COC1)C1=CC=C(C=C1)C(=O)N1CCC(CC1)OC1=CC=C(C2=CC=CC=C12)C(F)(F)F (4-(3-hydroxyoxetan-3-yl)phenyl)(4-((4-(trifluoromethyl)naphthalen-1-yl)oxy)piperidin-1-yl)methanone